(R)-1-(8-fluoro-7-(7-fluoro-3-(methoxymethoxy)-8-((triisopropylsilyl)ethynyl)naphthalene-1-yl)-5-isopropoxy-2-(methylthio)pyrido[4,3-d]pyrimidin-4-yl)piperidin-3-ol FC1=C(N=C(C2=C1N=C(N=C2N2C[C@@H](CCC2)O)SC)OC(C)C)C2=CC(=CC1=CC=C(C(=C21)C#C[Si](C(C)C)(C(C)C)C(C)C)F)OCOC